8-Chloro-4-[3'-(dibenzothiophen-4-yl)biphenyl-3-yl]-[1]benzofuro[3,2-d]pyrimidine ClC=1C=CC2=C(C1)C=1N=CN=C(C1O2)C=2C=C(C=CC2)C2=CC(=CC=C2)C2=CC=CC1=C2SC2=C1C=CC=C2